6-fluoro-N-({(3S,4R) or (3R,4S)-4-methyl-2-[2-methyl-5-(pyrimidin-2-yl)-1,3-thiazole-4-carbonyl]-2-azabicyclo[3.1.1]heptan-3-yl}methyl)-1,3-benzothiazol-2-amine FC1=CC2=C(N=C(S2)NC[C@H]2N(C3CC([C@H]2C)C3)C(=O)C=3N=C(SC3C3=NC=CC=N3)C)C=C1 |o1:10,15|